5-adamant-1-yl-N-(2,4-dihydroxybenzyl)-2,4-dihydroxy-benzoic acid amide C12(CC3CC(CC(C1)C3)C2)C=2C(=CC(=C(C(=O)NCC3=C(C=C(C=C3)O)O)C2)O)O